4-Succinimidyloxycarbonyl-methyl-α-[2-pyridyldithio]toluene C1(CCC(N1OC(=O)C1=CC=C(C(SSC2=NC=CC=C2)C)C=C1)=O)=O